2-chloro-5-((1R,3R)-2,2-dichloro-3-(3,4-dichlorophenyl)cyclopropane-1-carboxamido)benzoic acid ClC1=C(C(=O)O)C=C(C=C1)NC(=O)[C@@H]1C([C@H]1C1=CC(=C(C=C1)Cl)Cl)(Cl)Cl